FC(C1=NC=CC2=C1NC1=CC(=CC=C21)O)(F)F 1-(trifluoromethyl)-9H-pyrido[3,4-b]indol-7-ol